ClC1=CC=C(C=C1)C1=CC(=C(C=C1)OC(F)(F)F)N(C(=O)N([C@H]1[C@@H](CN(CC1)C(=O)OC(C)(C)C)C1=CC=C(C=C1)F)C)C tert-butyl (3R,4R)-4-[{[4'-chloro-4-(trifluoromethoxy)biphenyl-3-yl](methyl)carbamoyl}(methyl)amino]-3-(4-fluorophenyl)piperidine-1-carboxylate